methyl (5-bromo-3-fluoropicolinoyl)glycinate BrC=1C=C(C(=NC1)C(=O)NCC(=O)OC)F